chloro-2-naphthaldehyde oxime ClC1=C(C=CC2=CC=CC=C12)C=NO